ClC1=C(C(=NC(=N1)SC)N(C1=NN(C(=C1)C)CC1=CC=C(C=C1)OC)CC1=CC=C(C=C1)OC)OC 6-chloro-5-methoxy-N-(4-methoxybenzyl)-N-(1-(4-methoxybenzyl)-5-methyl-1H-pyrazol-3-yl)-2-(methylthio)pyrimidin-4-amine